ClC=1C=C2C(=CC1)NC(C21CCN(CC1)CCOC1=CC(=C(C=C1)S(=O)(=O)C)[C@@H](CF)F)=O 5-chloro-1'-(2-{3-[(1S)-1,2-difluoroethyl]-4-methanesulfonylphenoxy}ethyl)-1,2-dihydrospiro[indole-3,4'-piperidin]-2-one